3-(1,2,4-triazol-4-yl)propan-1-ol N=1N=CN(C1)CCCO